1,3-diazafluorene N1=CN=CC=2C3=CC=CC=C3CC12